BrC=1C=C(C2=CNN=C2C1Cl)Cl 6-bromo-4,7-dichloro-2H-indazol